4-[1-[(1R)-2-cyano-1-cyclopentyl-ethyl]pyrazol-4-yl]pyrrolo[2,3-d]pyrimidine-7-carbohydrazide C(#N)C[C@H](C1CCCC1)N1N=CC(=C1)C=1C2=C(N=CN1)N(C=C2)C(=O)NN